C1CCCS1=O TETRAMETHYLENE SULFOXIDE